N-[1-[[4-(trifluoromethyl)-2-pyridinyl]-amino]-2,3-dihydro-1H-inden-5-yl]acrylamide TFA salt OC(=O)C(F)(F)F.FC(C1=CC(=NC=C1)NC1CCC2=CC(=CC=C12)NC(C=C)=O)(F)F